1-(4-(3-((3-chloro-4-(4-(cyclobutanecarbonyl)piperazine-1-carbonyl)phenyl)amino)azetidin-1-yl)piperidin-1-yl)-3,3,3-trifluoro-2-hydroxy-2-phenylpropan-1-one ClC=1C=C(C=CC1C(=O)N1CCN(CC1)C(=O)C1CCC1)NC1CN(C1)C1CCN(CC1)C(C(C(F)(F)F)(C1=CC=CC=C1)O)=O